6,7-difluoro-2-(4-methoxyphenyl)-4H-chromen-4-one FC=1C=C2C(C=C(OC2=CC1F)C1=CC=C(C=C1)OC)=O